(R)-3-ethynyl-3-hydroxy-1-methylpyrrolidin-2-one-4,4,5,5-d4 C(#C)[C@]1(C(N(C(C1([2H])[2H])([2H])[2H])C)=O)O